P(=O)(O)(O)C1(C[C@H](N)C(=O)O)CC=C(C=C1)O 1-phosphotyrosine